1-[(3S)-4-[7-[6-amino-4-methyl-3-(trifluoromethyl)-2-pyridyl]-6-chloro-2-[2-(dimethylamino)cyclopentoxy]quinazolin-4-yl]-3-methyl-piperazin-1-yl]prop-2-en-1-one NC1=CC(=C(C(=N1)C1=C(C=C2C(=NC(=NC2=C1)OC1C(CCC1)N(C)C)N1[C@H](CN(CC1)C(C=C)=O)C)Cl)C(F)(F)F)C